(S)-2,5,7,8-tetramethyl-2-((3E,7E)-4,8,12-trimethyltrideca-3,7,11-trien-1-yl)chroman-6-ol C[C@]1(OC2=C(C(=C(C(=C2CC1)C)O)C)C)CC\C=C(\CC\C=C(\CCC=C(C)C)/C)/C